O=C1NC=C(C2=CC=CC=C12)CNC(=O)N ((1-oxo-1,2-dihydroisoquinolin-4-yl)methyl)urea